N=1N=NN2N=C(C=CC21)C(=O)OC methyl tetrazolo[1,5-b]pyridazine-6-carboxylate